C(#N)C=1C=NN2C1C(=CC(=C2)C=2C=NN(C2)[C@@H]2CN(CC2)C(=O)OC(C)(C)C)SC2=NC=CC=C2 tert-butyl (S)-3-(4-(3-cyano-4-(pyridin-2-ylthio)pyrazolo[1,5-a]pyridin-6-yl)-1H-pyrazol-1-yl)pyrrolidine-1-carboxylate